FC(C=1C(=C2C=NC(=NN2C1C(C)C)N[C@H]1[C@@H](COCC1)O)F)F (3S,4R)-4-((6-(difluoromethyl)-5-fluoro-7-isopropylpyrrolo[2,1-f][1,2,4]triazin-2-yl)amino)tetrahydro-2H-pyran-3-ol